C1(=CC=C(C=C1)CC(=O)ON1C(CCC1=O)=O)C1=CC=CC=C1 2,5-dioxopyrrolidin-1-yl 2-([1,1'-biphenyl]-4-yl)acetate